chloro-1'-methyl-1',2',4,5-tetrahydro-2H-spiro[furan-3,4'-pyrido[3,2-d][1,3]oxazine] ClC1OC2(C3=C(N1C)C=CC=N3)COCC2